4-((1R,5S)-3,8-diazabicyclo[3.2.1]octan-3-yl)-7-(8-ethynyl-7-fluoronaphthalen-1-yl)-8-fluoro-2-((2-methylenetetrahydro-1H-pyrrolizin-7a(5H)-yl)methoxy)pyrido[4,3-d]pyrimidine [C@H]12CN(C[C@H](CC1)N2)C=2C1=C(N=C(N2)OCC23CCCN3CC(C2)=C)C(=C(N=C1)C1=CC=CC2=CC=C(C(=C12)C#C)F)F